1-((2R,4S,5R)-5-ethynyl-4-hydroxy-5-(hydroxymethyl)tetrahydrofuran-2-yl)-2,4-dioxo-1,2,3,4-tetrahydropyrimidine-5-carbonitrile C(#C)[C@]1([C@H](C[C@@H](O1)N1C(NC(C(=C1)C#N)=O)=O)O)CO